7-nitronaphthalene-1,2-dicarboxylic acid [N+](=O)([O-])C=1C=CC2=CC=C(C(=C2C1)C(=O)O)C(=O)O